C1=CC=CC2=C1C=CCCC2 6,7-dihydro-5H-benzo[7]annulene